C(#N)C1(CC1)C1=CC=2N(C=C1)C(=C(N2)C(=O)OCC)I ethyl 7-(1-cyanocyclopropyl)-3-iodoimidazo[1,2-a]pyridine-2-carboxylate